O=C1C=2C=CC=NC2OC2=CC=C(C=C12)C(C(=O)OCCC)C Propyl 2-(10-oxo-9-oxa-1-azaanthracen-6-yl)propionate